The molecule is a polyunsaturated fatty acid anion that is the conjugate base of (8Z,11Z,14Z,17Z,20Z)-hexacosapentaenoic acid, obtained by deprotonation of the carboxy group; major species at pH 7.3. It is a very long-chain fatty acid anion and a polyunsaturated fatty acid anion. It is a conjugate base of an (8Z,11Z,14Z,17Z,20Z)-hexacosapentaenoic acid. CCCCC/C=C\\C/C=C\\C/C=C\\C/C=C\\C/C=C\\CCCCCCC(=O)[O-]